C(C)(C)(C)OC(=O)N1CC2N(CC1)C(N(C2)CC2=CC=C(C=C2)OC)=O 2-(4-methoxybenzyl)-3-oxohexahydroimidazo[1,5-a]pyrazine-7(1H)-carboxylic acid tert-butyl ester